ClC=1C=C(C=CC1OC1CCCC1)C1=CC(=NC=N1)C(=O)O 6-(3-chloro-4-(cyclopentyloxy)-phenyl)pyrimidine-4-carboxylic acid